1-(3-cyano-1-cyclopropyl-1H-Indazol-5-yl)-1H-pyrazole-4-carboxylic acid ethyl ester C(C)OC(=O)C=1C=NN(C1)C=1C=C2C(=NN(C2=CC1)C1CC1)C#N